COC1=CC=C(C=C1)CN1C(N(CCC1=O)C1=CC=C(C=C1)N1CCC(CC1)COCCOCCOCCNC(OC(C)(C)C)=O)=O 1-Tert-butyl N-[2-[2-[2-[[1-[4-[3-[(4-methoxyphenyl)methyl]-2,4-dioxohexahydropyrimidin-1-yl]phenyl]-4-piperidyl]methoxy]ethoxy]ethoxy]ethyl]carbamate